C(C)(C)NCCCCCCCCCCCCCCCCCC N-isopropylstearylamine